ClC1=CC=C(C=C1)C1=C(C=CC=C1)CN1CCN(CC1)CC=1C=C2C(N(C(C2=CC1)=O)C1C(NC(CC1)=O)=O)=O 5-((4-((4'-chloro-[1,1'-biphenyl]-2-yl)methyl)piperazin-1-yl)methyl)-2-(2,6-dioxopiperidin-3-yl)isoindoline-1,3-dione